6-methyl-3,6-diazabicyclo[3.1.1]heptan-2-one CN1C2CNC(C1C2)=O